5-(4-fluoro-3-hydroxyphenyl)-1,2,4-oxadiazole-3-carboxylic acid FC1=C(C=C(C=C1)C1=NC(=NO1)C(=O)O)O